C1(CC=CCC1)C(=O)OC methyl cyclohex-3-ene-1-carboxylate